6-(1,3-dioxane-2-yl)-3-ethylsulfonylpyridine-2-carboxylate O1C(OCCC1)C1=CC=C(C(=N1)C(=O)[O-])S(=O)(=O)CC